S1C2=C(C=C1)C(CC2)=O 5,6-dihydrocyclopenta[B]thiophene-4-one